O(C1=CC=CC=C1)[SiH](OC1=CC=CC=C1)OC1=CC=CC=C1 triphenoxysilane